acetic acid [2-methoxy-4-[(E)-prop-1-enyl] phenyl] ester COC1=C(C=CC(=C1)\C=C\C)OC(C)=O